(tert-butyl 4-(4-chloro-7-(2-hydroxyethyl)-7H-pyrrolo[2,3-d]pyrimidin-5-yl) phenyl) carbamate C(N)(OC1=C(C=C(C=C1)C1=CN(C=2N=CN=C(C21)Cl)CCO)C(C)(C)C)=O